O=C1CC2(C1)CN(C2)CC2=CC=C(CN1N=CC3=C(C1=O)C(=NC(=N3)N)N[C@H](C)CCC)C=C2 (R)-6-(4-((2-oxo-6-azaspiro[3.3]heptan-6-yl)methyl)benzyl)-2-amino-4-(pentan-2-ylamino)pyrimido[4,5-d]pyridazin-5(6H)-one